3,3',3',5,5',5''-hexa-tert-butyl-α,α',α''-(mesitylene-2,4,6-triyl)tri-p-cresol C(C)(C)(C)C1=CC(=CC(=C1CC1=C(C(=C(C(=C1C)CC=1C(CC(=CC1C(C)(C)C)O)(C(C)(C)C)C(C)(C)C)C)CC=1C=CC(=CC1C(C)(C)C)O)C)C(C)(C)C)O